5-(2-chlorophenyl)-1-ethyl-7-(trifluoromethyl)-1,5-dihydro-4H-imidazo[4,5-c][1,8]Naphthyridin-4-one ClC1=C(C=CC=C1)N1C(C2=C(C=3C=CC(=NC13)C(F)(F)F)N(C=N2)CC)=O